C1(=CC=CC=C1)C(CC1=CC=C(C=C1)C(F)(F)F)=C(CC1=CC=C(C=C1)C(F)(F)F)CCC1=CC=CC=C1 4,4'-(2-phenyl-3-(phenylethyl)But-2-en-1,4-diyl)bis((trifluoromethyl)benzene)